N-((6-bromo-1H-indol-2-yl)methyl)-1-methylcyclopropanecarboxamide BrC1=CC=C2C=C(NC2=C1)CNC(=O)C1(CC1)C